ClC=1C=C2C3=C(NC2=CC1)[C@@H](N(CC3)C3=NC(=NC(=C3)C(F)(F)F)OC)CC(C)C (1S)-6-chloro-2-[2-methoxy-6-(trifluoromethyl)pyrimidin-4-yl]-1-(2-methylpropyl)-2,3,4,9-tetrahydro-1H-pyrido[3,4-b]indole